FC(C(=O)O)(F)F.NC(COC1=C(C=C(C=C1)NC1=NC=2N(C(=C1)NC1CC1)N=CC2C#N)CS(=O)(=O)C)(C)C 5-((4-(2-amino-2-methylpropoxy)-3-((methylsulfonyl)methyl)phenyl)amino)-7-(cyclopropylamino)pyrazolo[1,5-a]pyrimidine-3-carbonitrile monotrifluoroacetic acid salt